CC1=C(C=CC=C1C)C=CC1=C(C(NC(N1)=S)=O)C#N 6-[2-(2,3-Dimethyl-phenyl)-vinyl]-4-oxo-2-thioxo-1,2,3,4-tetrahydropyrimidine-5-carbonitrile